methyl (R,E)-8-(2-((tert-butoxycarbonyl)imino)-4,4-diethyl-6-oxotetrahydropyrimidin-1(2H)-yl)-5,6,7,8-tetrahydronaphthalene-2-carboxylate C(C)(C)(C)OC(=O)\N=C/1\N(C(CC(N1)(CC)CC)=O)[C@@H]1CCCC=2C=CC(=CC12)C(=O)OC